(S)-tert.-butyl-4-amino-3,3-difluoropyrrolidine-1-carboxylate C(C)(C)(C)OC(=O)N1CC([C@H](C1)N)(F)F